C(C)(=O)NC=1C=C(OC2=CC(=C(C=C2C)NC2=NC=NC3=CC(=C(C=C23)NC(/C(=C/[C@@H]2N(CCC2)C)/F)=O)OC)OC)C=CC1 (R,Z)-N-(4-((4-(3-acetamido-phenoxy)-2-methoxy-5-methylphenyl)amino)-7-methoxy-quinazolin-6-yl)-2-fluoro-3-(1-methylpyrrolidin-2-yl)acrylamide